C(C)(C)NC(O[C@H]1C[C@H](CC1)C1=NN(C(=C1)NC(=O)OCC1=C(C(=CC=C1)O[Si](C)(C)C(C)(C)C)C1OCCO1)C(C)(C)C)=O (1R,3S)-3-(1-(tert-butyl)-5-((((3-((tert-butyldimethylsilyl)oxy)-2-(1,3-dioxolan-2-yl)benzyl)oxy)carbonyl)amino)-1H-pyrazol-3-yl)cyclopentyl isopropylcarbamate